3-(4-((2,5-diazabicyclo[2.2.1]heptane-2-yl)methyl)-1-oxoisoindoline-2-yl)piperidine C12N(CC(NC1)C2)CC2=C1CN(C(C1=CC=C2)=O)C2CNCCC2